(S)-N'-((1,2,3,5,6,7-hexahydro-s-indacen-4-yl)carbamoyl)-4,5,6,7-tetrahydrothieno[3,2-c]pyridine-2-sulfonimidamide C1CCC2=C(C=3CCCC3C=C12)NC(=O)N=[S@@](=O)(N)C1=CC=2CNCCC2S1